L-N-Methylasparagine CN[C@@H](CC(N)=O)C(=O)O